ClC1=NC(=C(C(=N1)C(=O)OC)Cl)C1=C2C=NNC2=CC=C1C methyl 2,5-dichloro-6-(5-methyl-1H-indazol-4-yl)pyrimidine-4-carboxylate